C1(CC1)OC=1C(=CC(=NC1)N1CCN(CC1)C)[N+](=O)[O-] (5-cyclopropoxy-4-nitropyridin-2-yl)-4-methylpiperazine